ClC(C(=O)C1=CC=C(CC2C(CCC2)=O)C=C1)C 2-[4-(2-chloropropionyl)benzyl]cyclopentanone